NC=1C2=C(N=CN1)N(C=C2I)[C@@H]2O[C@@H]([C@H]([C@H]2O)O)CSCC2=C(N=CN2C)C2=CC=CC=C2 (2R,3R,4S,5S)-2-(4-Amino-5-iodo-7H-pyrrolo[2,3-d]pyrimidin-7-yl)-5-((((1-methyl-4-phenyl-1H-imidazol-5-yl)methyl)thio)methyl)tetrahydrofuran-3,4-diol